3-((4-((3-chloro-4-fluorophenyl)amino)-7-methoxyquinazolin-6-yl)oxy)propane ClC=1C=C(C=CC1F)NC1=NC=NC2=CC(=C(C=C12)OCCC)OC